C(#N)C=1C=CC=2C(N1)=NN(C2)C(C)C2=C1C=CN(C1=C(C=C2OC(F)F)C)C(=O)OC(C)(C)C tert-butyl 4-(1-(6-cyano-2H-pyrazolo[3,4-b]pyridin-2-yl)ethyl)-5-(difluoro-methoxy)-7-methyl-1H-indole-1-carboxylate